(E)-N2-[(2-hydroxy-3-methoxyphenyl)methylidene]L-arginine OC1=C(C=CC=C1OC)C=N[C@@H](CCCN\C(\N)=N\[H])C(=O)O